ETHYL 3-(BENZYLOXY)-4-CYCLOPROPYL-ISOTHIAZOLE-5-CARBOXYLATE C(C1=CC=CC=C1)OC1=NSC(=C1C1CC1)C(=O)OCC